N1=CC(=CC=C1)C=1C=CC=C2[C@@H](CCOC12)CNC(OC(C)(C)C)=O tert-butyl (R)-((8-(pyridin-3-yl)chroman-4-yl)methyl)carbamate